1,1-dimethyl-ethanol CC(C)(O)C